1-Benzoyl-3-[3-(4-bromo-2-methyl-2H-pyrazol-3-yl)-4-methoxy-phenyl]-urea C(C1=CC=CC=C1)(=O)NC(=O)NC1=CC(=C(C=C1)OC)C=1N(N=CC1Br)C